C1=C(C=CC2=CC=CC=C12)C(C#N)CC1=CC=CC=C1 2-(naphthalen-2-yl)-3-phenylpropanenitrile